HYDROXY-L-PIPECOLIC ACID ON1[C@@H](CCCC1)C(=O)O